(2RS)-4,4-difluoro-2-(4-fluorophenyl)-N-[4-(3-pyrimidin-2-yl-1H-pyrrolo[3,2-b]pyridin-2-yl)-2-pyridyl]butanamide FC(C[C@@H](C(=O)NC1=NC=CC(=C1)C1=C(C2=NC=CC=C2N1)C1=NC=CC=N1)C1=CC=C(C=C1)F)F |r|